ClC1=CC(=C(S1)C(=O)NC=1C=C(C(=O)OCC)C=CC1)S(N(C)C=1C=NC(=CC1)OCC)(=O)=O Ethyl 3-(5-chloro-3-(N-(6-ethoxypyridin-3-yl)-N-methylsulfamoyl)thiophene-2-carboxamido)benzoate